CC1C(CCC(C1)=O)=O 2-methyl-1,4-cyclohexanedione